ClC=1C=NN(C(C1)=O)CC(=O)NC=1C=CC(=C(C1)S(=O)(=O)NCCCCNC(OC(C)(C)C)=O)C tert-butyl N-[4-[[5-[[2-(4-chloro-6-oxo-pyridazin-1-yl)acetyl]amino]-2-methyl-phenyl]sulfonylamino]butyl]carbamate